(1R)-3-methyl-5-(2,2,3-trimethylcyclopentan-1-yl)-2-pentanone CC(C(C)=O)CC[C@@H]1C(C(CC1)C)(C)C